N-({6-[3-(difluoromethyl)-1,2,4-triazol-1-yl]-2-fluoro-3-methoxyphenyl}methyl)-1-[(2-isopropyl-3,4-dihydro-1H-isoquinolin-7-yl)methyl]-3-(methoxymethyl)pyrazole-4-carboxamide FC(C1=NN(C=N1)C1=CC=C(C(=C1CNC(=O)C=1C(=NN(C1)CC1=CC=C2CCN(CC2=C1)C(C)C)COC)F)OC)F